ClC=1C(=C(C(=C(C1)C(C)N1N=C(C=2C1=NC=NC2)C)OC)C=2C=NC=NC2)C 1-(1-(5-chloro-2-methoxy-4-methyl-3-(pyrimidin-5-yl)phenyl)ethyl)-3-methyl-1H-pyrazolo[3,4-d]pyrimidin